IC1=CC=C(C=C1)CC 2-(4-iodophenyl)ethan